C(C)(C)(C)OC(C1=CC=C(C=C1)CN1C(C2=CC=CC=C2C1=O)=O)=O 4-((1,3-dioxoisoindolin-2-yl)methyl)benzoic acid tert-butyl ester